1-azabicyclo[2.2.2]oct-3-yl [1-(4'-fluoro-3'-methoxybiphenyl-4-yl)cyclopropyl]carbamate FC1=C(C=C(C=C1)C1=CC=C(C=C1)C1(CC1)NC(OC1CN2CCC1CC2)=O)OC